N1(C=CC2=CC=C(C=C12)C(=O)OC)C(=O)OC(C)(C)C 1-(tert-butyl) 6-methyl 1H-indole-1,6-dicarboxylate